(4-hydroxy-3-methyl-2-oxo-benzoimidazol-1-yl)-1-[(4-methoxyphenyl)methyl]piperidine-2,6-dione OC1=CC=CC=2N(C(N(C21)C)=O)C2C(N(C(CC2)=O)CC2=CC=C(C=C2)OC)=O